[Cu+2].O.O.[Cl-].[Cl-] chloride dihydrate copper